C(C)C1(COC1)COC1=C(C=CC=C1)C1=C(C=CC=C1)OCC1(COC1)CC 2,2'-bis[(3-ethyl-3-oxetanyl)methoxy]biphenyl